7-Chloro-2-phenethyl-1,2,3,4-tetrahydrobenzo[b][1,6]naphthyridine-10-carboxylic Acid ClC=1C=CC=2C(=NC=3CCN(CC3C2C(=O)O)CCC2=CC=CC=C2)C1